tert-Butyl 4-(3-((1-(4-chloro-3-(2,4-dioxotetrahydropyrimidin-1(2H)-yl)phenyl)piperidin-4-yl)(methyl)amino)propyl)piperidine-1-carboxylate ClC1=C(C=C(C=C1)N1CCC(CC1)N(CCCC1CCN(CC1)C(=O)OC(C)(C)C)C)N1C(NC(CC1)=O)=O